(2RS)-2-(6-iodoindazol-2-yl)-2-phenyl-N-(2-pyridinyl)acetamide IC=1C=CC2=CN(N=C2C1)[C@@H](C(=O)NC1=NC=CC=C1)C1=CC=CC=C1 |r|